3-(N,N-dimethyldodecylammonio)propylphosphonic acid diethylester, bromide salt [Br-].C(C)OP(OCC)(=O)CCC[N+](C)(C)CCCCCCCCCCCC